CC=1OC(=CC1C(=O)NC1=NC(=NS1)C)C1=CC(=CC=C1)C(F)(F)F 2-methyl-5-(3-(trifluoromethyl)phenyl)-N-(3-methyl-1,2,4-thiadiazol-5-yl)furan-3-carboxamide